C1=CC=CC=2C3=CC=CC=C3C(C12)COC(=O)N([C@H](C(=O)O)CC1=CC(=C(C=C1)C)Cl)C (S)-2-((((9H-fluoren-9-yl)methoxy)carbonyl)(methyl)amino)-3-(3-chloro-4-methylphenyl)propanoic acid